2-amino-4-(4-fluorophenyl)-5-methylthiazole NC=1SC(=C(N1)C1=CC=C(C=C1)F)C